4-(tert-Butoxycarbonyl)cyclohexane-1-carboxylic acid C(C)(C)(C)OC(=O)C1CCC(CC1)C(=O)O